(3S)-1-[6-[[3-fluoro-5-(trifluoromethyl)-2-pyridinyl]methyl]-2-azaspiro[3.3]heptane-2-carbonyl]pyrrolidine-3-carboxamide FC=1C(=NC=C(C1)C(F)(F)F)CC1CC2(CN(C2)C(=O)N2C[C@H](CC2)C(=O)N)C1